N-((6-bromo-8-morpholinoimidazo[1,2-a]pyrazin-2-yl)methyl)acetamide BrC=1N=C(C=2N(C1)C=C(N2)CNC(C)=O)N2CCOCC2